C(CCCCCCCCCCCCCCCCCCC)C(C(=O)O)CC(=O)O.C1(C2(C(C(N1)=O)(C=CC(=C2)[2H])[2H])[2H])=O phthalimide-5,2,1-d eicosyl-succinate